BrC1(N(C2=CC=CC=C2C1CC(CO[Si](C1=CC=CC=C1)(C1=CC=CC=C1)C(C)(C)C)(C)C)CC)C=1C(=NC=CC1)[C@H](C)OC 2-bromo-3-[3-[(tert-butyldiphenylsilyl)oxy]-2,2-dimethylpropyl]-1-ethyl-2-[2-[(1S)-1-methoxyethyl]pyridin-3-yl]indole